C(C)(C)(C)OC(=O)N1C(C2=C(CC1)N(N=C2)C2=CC(=NC=C2C)Br)=O.C[Si](CCC2=C(C(=C(C(=C2CC[Si](Cl)(Cl)C)CC[Si](Cl)(Cl)C)CC[Si](Cl)(Cl)C)CC[Si](Cl)(Cl)C)CC[Si](Cl)(Cl)C)(Cl)Cl 1,2,3,4,5,6-hexa[2-(methyldichlorosilyl)ethyl]benzene tert-butyl-1-(2-bromo-5-methylpyridin-4-yl)-4-oxo-1,4,6,7-tetrahydro-5H-pyrazolo[4,3-c]pyridine-5-carboxylate